CN(C)CC1=C(C=CC(=N1)N)N1CC(OCC1)COC 6-((dimethylamino)methyl)-5-(2-(methoxymethyl)(N-morpholinyl))pyridin-2-amine